4-((4-fluorobenzyl)oxy)-N-methylaniline FC1=CC=C(COC2=CC=C(NC)C=C2)C=C1